(R)-4-((2-Methoxyphenyl)(phenyl)(1H-pyrrol-2-yl)methyl)phenol COC1=C(C=CC=C1)[C@@](C1=CC=C(C=C1)O)(C=1NC=CC1)C1=CC=CC=C1